1-(3-bromophenyl)-3,3-dimethoxycyclobutanecarbohydrazide BrC=1C=C(C=CC1)C1(CC(C1)(OC)OC)C(=O)NN